2-(4-amino-1H-pyrazolo[3,4-d]pyrimidin-1-yl)-N-(2-((6-bromopyrazin-2-yl)amino)-2-oxoethyl)-N-cyclopropylacetamide NC1=C2C(=NC=N1)N(N=C2)CC(=O)N(C2CC2)CC(=O)NC2=NC(=CN=C2)Br